ClC=1C(=CC(=C(C1)N(C(=O)[C@H]1N(C[C@@](C1)(C)O)C(=O)OC(C)(C)C)C)F)F tert-butyl (2S,4S)-2-((5-chloro-2,4-difluorophenyl) (methyl) aminocarbonyl)-4-hydroxy-4-methylpyrrolidine-1-carboxylate